C(C)(C)(C)OC(=O)N1CCC(CC1)N1N=C(C(=C1C)B(O)O)C (1-(1-(tert-butoxycarbonyl)piperidin-4-yl)-3,5-dimethyl-1H-pyrazol-4-yl)boronic acid